methyl (S)-2-(3-benzyl-2,9-dimethyl-5,6-dihydro-4H-thieno[3,2-f][1,2,4]triazolo[4,3-a][1,4]diazepin-6-yl)acetate C(C1=CC=CC=C1)C1=C(SC2=C1CN[C@H](C=1N2C(=NN1)C)CC(=O)OC)C